CCCCCCCC/C=C\\CCCCCCCC(=O)O[C@H](CO)COP(=O)([O-])OCC[NH3+] The molecule is a 2-acyl-sn-glycero-3-phosphoethanolamine zwitterion obtained by transfer of a proton from the phosphate to the amino group of 2-oleoyl-sn-glycero-3-phosphoethanolamine; major species at pH 7.3. It is a 2-acyl-sn-glycero-3-phosphoethanolamine zwitterion, a lysophosphatidylethanolamine zwitterion 18:1 and an oleoyl-sn-glycero-3-phosphoethanolamine zwitterion. It derives from an oleic acid. It is a tautomer of a 2-oleoyl-sn-glycero-3-phosphoethanolamine.